methyl 4-[(tert-butyldiphenylsilyl)oxy]oxane-3-carboxylate [Si](C1=CC=CC=C1)(C1=CC=CC=C1)(C(C)(C)C)OC1C(COCC1)C(=O)OC